Sodium 1,3-dimethyl-2,6-dioxo-5-[(2s,3r,4s,5r,6r)-3,4,5-trihydroxy-6-methyl-tetrahydro-2H-pyran-2-yl]-1,2,3,6-tetrahydropyrimidin-4-carboxylate CN1C(N(C(=C(C1=O)[C@@H]1O[C@@H]([C@@H]([C@@H]([C@H]1O)O)O)C)C(=O)[O-])C)=O.[Na+]